CN(C(=O)C1=NNC(=C1)C1=CC(=C2C=CC=NC2=C1)C1(CC1)NC(C1=C(C=C(C=C1)COCC=1N=CSC1)C)=O)C N,N-dimethyl-5-(5-(1-(2-methyl-4-((thiazol-4-ylmethoxy)methyl)benzamido)cyclopropyl)quinolin-7-yl)-1H-pyrazole-3-carboxamide